BrC(C(=O)O)CCCCCCCCCC bromolauric acid